ClC1=C(C=CC=C1)C1=CC(=NC2=CC(=CC=C12)O[C@@H](C(=O)N1C[C@H](CCC1)C(=O)OCC)C)F ethyl (3S)-1-[(2R)-2-[[4-(2-chlorophenyl)-2-fluoro-7-quinolyl]oxy]propanoyl]piperidine-3-carboxylate